O=S1(CCC(CC1)C#CC1=CC(=NC(=C1)C)C(=O)OC)=O methyl 4-((1,1-dioxidotetrahydro-2H-thiopyran-4-yl) ethynyl)-6-methylpicolinate